C(C)(C)(C)N1CCN(CC1)C=1C=C(C=CC1)C=1C(=C(C=C(C1)F)C1=CC(=C(C=C1)N1C(N(C=C1)C)=O)Cl)O 1-(3''-(4-(tert-butyl)piperazin-1-yl)-3-chloro-5'-fluoro-2'-hydroxy-[1,1':3',1''-terphenyl]-4-yl)-3-methyl-1,3-dihydro-2H-imidazol-2-one